(R)-2-((1-(3-(4-(4-carbamoylphenyl)-piperazin-1-yl)-2-cyano-7-methyl-quinoxalin-5-yl)ethyl)amino)benzoic acid C(N)(=O)C1=CC=C(C=C1)N1CCN(CC1)C=1C(=NC2=CC(=CC(=C2N1)[C@@H](C)NC1=C(C(=O)O)C=CC=C1)C)C#N